ClC=1C=C(C(=O)N2CC=3C(=NN4C3C(N(C[C@H]4C(=O)NC)[C@@H](C)C4=CC=C(C=C4)OC(F)F)=O)C[C@H]2C)C=CC1Cl (3R,7S)-2-(3,4-Dichlorobenzoyl)-9-((S)-1-(4-(difluoromethoxy)phenyl)ethyl)-N,3-dimethyl-10-oxo-1,2,3,4,7,8,9,10-octahydropyrido[4',3':3,4]pyrazolo[1,5-a]pyrazine-7-carboxamide